Trans-3-(2-(methylthio)-8-oxo-7,8-dihydro-9H-purin-9-yl)cyclobutane-1-carbonitrile CSC1=NC=C2NC(N(C2=N1)[C@@H]1C[C@H](C1)C#N)=O